C(CCCCCCCCC(=O)OCCCCCCCC(C)C)(=O)OCCCCCCCC(C)C Di-isodecyl sebacate